BrC=1C(N(C(=CC1OCC1=C(C=C(C=C1)F)F)C)CC1=NC=C(N=C1)CO)=O 3-bromo-4-[(2,4-difluorobenzyl)oxy]-1-{[5-(hydroxymethyl)pyrazin-2-yl]methyl}-6-methylpyridin-2(1H)-one